(E)-2-(4-methoxybenzylidene)-4-chloro-2,3-dihydro-1H-inden-1-one COC1=CC=C(\C=C/2\C(C3=CC=CC(=C3C2)Cl)=O)C=C1